(S)-N-(4-((3-((2-hydroxypropyl)amino)-1H-pyrazolo[3,4-b]pyridin-4-yl)oxy)phenyl)-2-oxo-1-(pyridin-2-yl)-1,2,4,5,6,7-hexahydropyrazolo[1,5-a]pyridine-3-carboxamide O[C@H](CNC1=NNC2=NC=CC(=C21)OC2=CC=C(C=C2)NC(=O)C=2C(N(N1C2CCCC1)C1=NC=CC=C1)=O)C